4-(4-(4-fluorophenoxy)-1H-pyrrolo[2,3-b]pyridin-3-yl)pyrimidin-2-amine FC1=CC=C(OC2=C3C(=NC=C2)NC=C3C3=NC(=NC=C3)N)C=C1